(R)-(+)-α-(1-naphthyl)ethylamine C[C@H](C1=CC=CC2=CC=CC=C21)N